(3S)-1-(tert-butoxycarbonyl)pyrrolidine-3-carboxylic acid C(C)(C)(C)OC(=O)N1C[C@H](CC1)C(=O)O